OCC=1C=CC=2N(C1)C(=CN2)N2C[C@@H](CC2)C=2C=C(C=CC2C)C(=O)C=2C=NC=C(C2)C(F)(F)F (S)-(3-(1-(6-(hydroxymethyl)imidazo[1,2-a]pyridin-3-yl)pyrrolidin-3-yl)-4-methylphenyl)(5-(trifluoromethyl)pyridin-3-yl)methanone